Racemic-3-chloro-4-((3,5-difluoropyridin-2-yl)methoxy)-2'-(2-(2-hydroxypropan-2-yl)pyrimidin-4-yl)-5',6-dimethyl-2H-[1,4'-bipyridin]-2-one ClC=1C(N(C(=CC1OCC1=NC=C(C=C1F)F)C)C1=CC(=NC=C1C)C1=NC(=NC=C1)C(C)(C)O)=O